(3R,6S)-1-benzoyl-6-methylpiperidine-3-carboxylic acid C(C1=CC=CC=C1)(=O)N1C[C@@H](CC[C@@H]1C)C(=O)O